5-(4-oxa-7-azaspiro[2.5]octan-7-yl)pyrazolo[1,5-a]pyrimidine C1CC12OCCN(C2)C2=NC=1N(C=C2)N=CC1